4-(3-(2,6-bis(trifluoromethyl)phenoxy)-1-methyl-2-oxo-1,2-dihydropyridin-4-yl)-6-methyl-1,6-dihydro-7H-pyrrolo[2,3-c]pyridin-7-one FC(C1=C(OC=2C(N(C=CC2C=2C3=C(C(N(C2)C)=O)NC=C3)C)=O)C(=CC=C1)C(F)(F)F)(F)F